(S)-tert-butyl 4-(5-cyclopropyl-7-(3-(methoxycarbonyl) cyclobutyl)-7H-pyrrolo[2,3-d]pyrimidin-4-yl)-3-methylpiperazine-1-carboxylate C1(CC1)C1=CN(C=2N=CN=C(C21)N2[C@H](CN(CC2)C(=O)OC(C)(C)C)C)C2CC(C2)C(=O)OC